FC1(CCN(CC1)C=1SC=C(N1)C=1N=NN(C1)C1=C(C=C(C=C1)S(=O)(=O)NCCO)N1CCC2(CC2)CC1)F 4-(4-(2-(4,4-difluoropiperidin-1-yl)thiazol-4-yl)-1H-1,2,3-triazol-1-yl)-N-(2-hydroxyethyl)-3-(6-azaspiro[2.5]octane-6-yl)benzenesulfonamide